(S)-1-(2H-tetrazol-5-yl)methyl 4-octan-2-yl 2-methylenesuccinate C=C(C(=O)OCC=1N=NNN1)CC(=O)O[C@@H](C)CCCCCC